NC1CC(C1)NC(=O)C1=C(C=2NC=3C=C(C=CC3C2N=C1)C#N)NC(C)C N-((1R,3R)-3-aminocyclobutyl)-7-cyano-4-(isopropylamino)-5H-pyrido[3,2-b]indole-3-carboxamide